3-chloro-1-methyl-1,2-dihydropyridin-2-one hydrochloride Cl.ClC=1C(N(C=CC1)C)=O